CC1(N(CC(NC1)=S)C(=O)OC(C)(C)C)C tert-Butyl 2,2-dimethyl-5-thioxopiperazine-1-carboxylate